N-[(2S,3R)-2-{[3-(4,6-dimethylpyridin-2-yl)-2-fluorophenyl]methyl}-4,4-difluoro-1-(1-methylcyclopropane-1-carbonyl)-pyrrolidin-3-yl]ethanesulfonamide CC1=CC(=NC(=C1)C)C=1C(=C(C=CC1)C[C@@H]1N(CC([C@@H]1NS(=O)(=O)CC)(F)F)C(=O)C1(CC1)C)F